(3S,8S,9S,10R,13R,14S,17R)-3,13-diethyl-17-((2R,5S)-5-hydroxy-6-methylheptan-2-yl)-10-methyl-2,3,4,7,8,9,10,11,12,13,14,15,16,17-tetradecahydro-1H-cyclopenta[a]phenanthren-3-ol C(C)[C@@]1(CC[C@@]2([C@H]3CC[C@@]4([C@H](CC[C@H]4[C@@H]3CC=C2C1)[C@H](C)CC[C@@H](C(C)C)O)CC)C)O